CN1C=CC2=CC(=CC=C12)CN(S(=O)(=O)C=1C=CC2=C(C=CO2)C1)C#CC=1C(=C(C(=O)OC)C=CC1)N1C=CC=C1 Methyl 3-((N-((1-methyl-1H-indol-5-yl)methyl)benzofuran-5-sulfonamido)ethynyl)-2-(1H-pyrrol-1-yl)benzoate